methyl 3-[3,5-dichloro-4-[2-[3-[2,6-dichloro-4-(3-methoxy-3-oxo-propyl)phenoxy]propoxy]ethoxy]anilino]pyridine-4-carboxylate ClC=1C=C(NC=2C=NC=CC2C(=O)OC)C=C(C1OCCOCCCOC1=C(C=C(C=C1Cl)CCC(=O)OC)Cl)Cl